C(C)OC(\C=C\C1=CC(=CC=C1)[C@@]1(OC[C@@H](C1)O)C1=CN=C(N1)C1=C(C=CC(=C1)OC=1C(=C2C=CNC2=CC1F)C)F)=O |r| rac-ethyl-(E)-3-(3-((2r,4r)-2-(2-(2-fluoro-5-((6-fluoro-4-methyl-1H-indol-5-yl)oxy)phenyl)-1H-imidazol-5-yl)-4-hydroxytetrahydrofuran-2-yl)phenyl)acrylate